2-[4-[(3S)-3-(5-cyano-3-pyridinyl)isoxazolidine-2-carbonyl]-1-piperidinyl]-5-fluoro-pyrimidine-4-carboxamide C(#N)C=1C=C(C=NC1)[C@H]1N(OCC1)C(=O)C1CCN(CC1)C1=NC=C(C(=N1)C(=O)N)F